2-(difluoromethoxy)-3,4,5,6-tetrafluoro-N,N-dimethylbenzenesulfonamide FC(OC1=C(C(=C(C(=C1F)F)F)F)S(=O)(=O)N(C)C)F